C(C)OC(=O)[C@H]1C[C@@H]([C@H](CC1)F)N(CC1=CC=C(C=C1)OC)CC1=CC=C(C=C1)OC (1R,3S,4S)-3-(bis(4-methoxybenzyl)amino)-4-fluorocyclohexane-1-carboxylic acid ethyl ester